(S)-2-amino-N-(1-(N-tert-butylsulfamoyl)-1,2,3,4-tetrahydroquinolin-5-yl)-3-phenylpropanamide hydrochloride Cl.N[C@H](C(=O)NC1=C2CCCN(C2=CC=C1)S(NC(C)(C)C)(=O)=O)CC1=CC=CC=C1